ClC1=NC=C(C(=C1)F)B1OC(C(O1)(C)C)(C)C 2-chloro-4-fluoro-5-(4,4,5,5-tetramethyl-1,3,2-dioxaborolan-2-yl)pyridine